CC1(COC2(C1)CCC(CC2)C=2C(=NN1C2CC(CC1)(F)F)CN(CCNC)C)C N1-((3-((5r,8r)-3,3-dimethyl-1-oxaspiro[4.5]decan-8-yl)-5,5-difluoro-4,5,6,7-tetrahydropyrazolo[1,5-a]-pyridin-2-yl)methyl)-N1,N2-dimethylethane-1,2-diamine